FC(C1=CN=C2C3=C(C=NC2=C1)CNCC3)(F)F 3-(trifluoromethyl)-7,8,9,10-tetrahydropyrido[3,4-c][1,5]naphthyridin